7-(ethyl-(tetrahydro-2H-pyran-4-yl)amino)-6-methyl-2-(4-methylpiperazin-1-yl)quinoline-5-carboxylic acid C(C)N(C=1C(=C(C=2C=CC(=NC2C1)N1CCN(CC1)C)C(=O)O)C)C1CCOCC1